S1C(=NC2=C1C=CC=C2)C([C@H](C[C@H]2C(NCC2)=O)NC(=O)[C@@H]2[C@H]1C([C@H]1CN2C([C@@H](NC(CC)=O)C(C)(C)C)=O)(C)C)=O (1R,2S,5S)-N-{(2S)-1-(1,3-benzothiazol-2-yl)-1-oxo-3-[(3S)-2-oxopyrrolidin-3-yl]propan-2-yl}-6,6-dimethyl-3-(3-methyl-N-propanoyl-L-valyl)-3-azabicyclo[3.1.0]hexane-2-carboxamide